3-(5-chloro-1,3-thiazol-2-yl)-5-(tetrahydro-2H-pyran-4-yloxy)benzoic acid ClC1=CN=C(S1)C=1C=C(C(=O)O)C=C(C1)OC1CCOCC1